4-butanesultam C1CCCNS1(=O)=O